dichromium triselenide [Se-2].[Se-2].[Se-2].[Cr+3].[Cr+3]